1-(5-(6-chloro-5-ethoxy-7-fluoro-1-methyl-3-(1H-pyrazol-4-yl)-1H-indol-2-yl)-1H-1,2,4-triazol-3-yl)ethan-1-one ClC1=C(C=C2C(=C(N(C2=C1F)C)C1=NC(=NN1)C(C)=O)C=1C=NNC1)OCC